C(#N)C=1C=C(OC[C@@H]2CN([C@H](O2)C(F)(F)F)C2=CC(=C(C#N)C=C2)C(F)(F)F)C=CC1 4-((2R,5S)-5-((3-Cyanophenoxy)methyl)-2-(trifluoromethyl)oxazolidin-3-yl)-2-(trifluoromethyl)benzonitril